2-(2-benzyloxy-4-chloro-6-methyl-3-pyridyl)-1,3,4-oxadiazole C(C1=CC=CC=C1)OC1=NC(=CC(=C1C=1OC=NN1)Cl)C